4-(((5-cyclopropyl-3-(2,6-dichlorophenyl)isoxazol-4-yl)methoxy)methyl)bicyclo[2.2.2]octane-1-carboxylic acid C1(CC1)C1=C(C(=NO1)C1=C(C=CC=C1Cl)Cl)COCC12CCC(CC1)(CC2)C(=O)O